N6-((tetrahydro-2H-pyran-4-yl)methyl)pyridine-2,6-diamine O1CCC(CC1)CNC1=CC=CC(=N1)N